FC(C[Sn](N(C)C)(N(C)C)N(C)C)(F)F trifluoroethyl-tris(dimethylamino)tin